1-bromo-3-(propylsulfanyl)benzene BrC1=CC(=CC=C1)SCCC